FC1(OC=2C(=CC3=C(N=C(S3)NC([C@H](C)N3C[C@@H](C(CC3)(F)F)C3=CC(=[N+](C=C3)[O-])CO)=O)C2)O1)F 4-((S)-1-((S)-1-((2,2-difluoro-[1,3]dioxolo[4',5':4,5]benzo[1,2-d]thiazol-6-yl)amino)-1-oxopropan-2-yl)-4,4-difluoropiperidin-3-yl)-2-(hydroxymethyl)pyridine 1-oxide